FC(C(=O)O)(C(=O)OC)OC 2-fluoro-2,3-dimethoxy-3-oxo-propionic acid